(2R)-1-(2-{3-[4-(Cyclopropanesulfonyl)phenyl]-1H-pyrazolo[3,4-b]pyridin-5-yl}-9,9-dimethyl-6,7,8,9-tetrahydro-5H-benzo[7]annulen-7-yl)-2-methylpyrrolidine C1(CC1)S(=O)(=O)C1=CC=C(C=C1)C1=NNC2=NC=C(C=C21)C=2C=CC1=C(C(CC(CC1)N1[C@@H](CCC1)C)(C)C)C2